BrC1=C(C=CC=C1COC1=NC(=C(C(=N1)OC)CN1[C@@H](CCC1)C(=O)O)OC)C1=C(C(=CC=C1)OCCCN1CCC(CC1)O)C ((2-((2-bromo-3'-(3-(4-hydroxypiperidin-1-yl)propoxy)-2'-methyl-[1,1'-biphenyl]-3-yl)methoxy)-4,6-dimethoxypyrimidin-5-yl)methyl)-L-proline